C(N)(=N)C=1C=C(SC1)CNC(=O)[C@H]1N(C[C@](C1)(CF)F)C(CNC(CCCOC1=CC=CC=C1)=O)=O (2S,4R)-N-((4-carbamimidoylthiophen-2-yl)methyl)-4-fluoro-4-(fluoromethyl)-1-((4-phenoxybutanoyl)glycyl)pyrrolidine-2-carboxamide